octadecyl-dimethyl-(12-triethoxysilyldodecyl)ammonium chloride [Cl-].C(CCCCCCCCCCCCCCCCC)[N+](CCCCCCCCCCCC[Si](OCC)(OCC)OCC)(C)C